C(C)(N)(N)N ethanetriamine